methyl (S,E)-(7-(dimethylamino)-1-((1-((6-methyl-4-(2-methylprop-1-en-1-yl)-1H-imidazo[4,5-c]pyridin-2-yl)methyl)-2-oxo-1,2-dihydropyridin-3-yl)amino)-1,7-dioxohept-5-en-2-yl)carbamate CN(C(/C=C/CC[C@@H](C(=O)NC=1C(N(C=CC1)CC=1NC2=C(C(=NC(=C2)C)C=C(C)C)N1)=O)NC(OC)=O)=O)C